Dipropoxymonoethoxysilane C(CC)O[SiH](OCC)OCCC